[Zn+2].CNC1=CC=C(C(=O)N[C@@H](CCC(=O)[O-])C(=O)[O-])C=C1 p-methylaminobenzoyl-L-glutamic acid zinc salt